CC1=CC=C(C=C1)[S+](=O)=O p-toluenesulfonylium